S(=O)(=O)(C)OOS(=O)(=O)C Dimesylperoxide